3-(piperidin-1-yl)-N-[5-(4,4,5,5-tetramethyl-1,3,2-dioxaborolan-2-yl)pyridin-3-yl]propanamide N1(CCCCC1)CCC(=O)NC=1C=NC=C(C1)B1OC(C(O1)(C)C)(C)C